2,3-dihydro-4H-1,3-benzothiazin-4-one S1CNC(C2=C1C=CC=C2)=O